C(C)OC(C(=O)C1=C(CCC1)O)=O 2-(2-hydroxycyclopenten-1-yl)-2-oxo-acetic acid ethyl ester